3-(3-{4-[5-hydroxy-1-(oxan-2-yl)-1H-indazol-3-yl]-1H-pyrazol-1-yl}propoxy)propyl methanesulfonate CS(=O)(=O)OCCCOCCCN1N=CC(=C1)C1=NN(C2=CC=C(C=C12)O)C1OCCCC1